(3-azido-4-phenylbutyl)dimethyl-(phenyl)silane N(=[N+]=[N-])C(CC[Si](C1=CC=CC=C1)(C)C)CC1=CC=CC=C1